CN1C(=NC=2C1=NC=CC2)C=2C(=C(C(=C(C2C2=NC=1C(=NC=CC1)N2C)C2=CC=CC=C2)N2C1=CC=CC=C1N(C=1C=CC=CC21)C)C2=CC=CC=C2)N2C1=CC=CC=C1N(C=1C=CC=CC21)C 10,10'-(5',6'-bis(3-methyl-3H-imidazo[4,5-b]pyridin-2-yl)-[1,1':3',1''-terphenyl]-2',4'-diyl)bis(5-methyl-5,10-dihydrophenazine)